[N-](S(=O)(=O)C(F)(F)F)S(=O)(=O)C(F)(F)F.C(=C)N1CN(C=C1)C 1-vinyl-3-methylimidazole bis(trifluoromethanesulfonyl)imide salt